ClC=1C=CC(=C(C1)N1C(C(N(CC1)[C@H](C(=O)O)CC1=CC=C(C=C1)NC(=O)N1CCC(CC1)C#N)=O)=O)N1N=NN=C1 (S)-2-(4-(5-chloro-2-(1H-tetrazol-1-yl)phenyl)-2,3-dioxopiperazin-1-yl)-3-(4-(4-cyanopiperidine-1-carboxamido)phenyl)propionic acid